C(C=C)N1C(N(C(N(C1=O)CC=C)=O)CC=C)=O 1,3,5-triallyl-s-triazine-2,4,6-Trione